C1(CC1)C#C[C@@H]1CNC(N1C=1SC2=C(N1)C=1CCOC1C=C2)=O |r| (RS)-5-(cyclopropylethynyl)-1-(7,8-dihydrobenzofuro[4,5-d]thiazol-2-yl)imidazolidin-2-one